ClC=1C=C(C2=C(OC3(CC(CC3)CN3C(C4=CC=CC=C4C3=O)=O)OC2C)C1)C(=O)NCC=1C(NC(=CC1C)C)=O 7-chloro-N-((4,6-dimethyl-2-oxo-1,2-dihydropyridin-3-yl)methyl)-3'-((1,3-dioxoisoindolin-2-yl)methyl)-4-methyl-spiro[benzo[d][1,3]dioxine-2,1'-cyclopentane]-5-carboxamide